methyl (2R,3S,3aR,6aS)-3-amino-2-((((1s,4S)-4-(3-fluorophenyl)cyclohexyl)oxy)methyl)hexahydro-1H-furo[3,4-b]pyrrole-1-carboxylate N[C@H]1[C@@H]2[C@H](N([C@H]1COC1CCC(CC1)C1=CC(=CC=C1)F)C(=O)OC)COC2